3-mercaptopropyl-dimethoxymethoxysilane tert-butyl-(5-bromo-2-fluoro-4-(1-oxo-1-((2,2,2-trifluoroethyl)amino)propan-2-yl)phenyl)carbamate C(C)(C)(C)N(C(O)=O)C1=C(C=C(C(=C1)Br)C(C(NCC(F)(F)F)=O)C)F.SCCC[SiH2]OC(OC)OC